Cl.CN(C)C[C@@H]1CC=2N(C3=CC=CC=C3C2C=2C(NC(C2C2=CN(C3=CC=CC=C23)C)=O)=O)CC1 3-[(8S)-8-[(dimethylamino)methyl]-6,7,8,9-tetrahydropyrido[1,2-a]indol-10-yl]-4-(1-methyl-1H-indol-3-yl)-1H-pyrrole-2,5-dione hydrochloride